2-hydroxy-Glutaric acid OC(C(=O)O)CCC(=O)O